C1(CC1)C(=O)N1CCC(CC1)CN1[C@H]([C@H]([C@@H]([C@H](C1)O)O)O)CO cyclopropyl(4-(((2S,3R,4R,5S)-3,4,5-trihydroxy-2-(hydroxymethyl)piperidin-1-yl)methyl)piperidin-1-yl)methanone